methyl 3-(2-(((1S,3S)-3-((2-(2-((t-butyloxycarbonyl)amino)ethoxy)ethyl)amino)cyclopentyl)amino)-5-(trifluoromethyl)pyrimidin-4-yl)-7-(dimethylphosphoryl)-1H-indole-6-carboxylate C(C)(C)(C)OC(=O)NCCOCCN[C@@H]1C[C@H](CC1)NC1=NC=C(C(=N1)C1=CNC2=C(C(=CC=C12)C(=O)OC)P(=O)(C)C)C(F)(F)F